tert-butyl 3-(1-hydroxy-2-nitro-ethyl)azetidine-1-carboxylate OC(C[N+](=O)[O-])C1CN(C1)C(=O)OC(C)(C)C